Tert-butyl (1-((2-hydroxyethyl)amino)-4-methyl-1-oxopentan-2-yl)carbamate OCCNC(C(CC(C)C)NC(OC(C)(C)C)=O)=O